C(C)N1C(=NC2=NC(=C(C=C21)C2=NN=NN2)F)C(O)(C2=C(C=CC=C2)F)C2=C(C=CC=C2)F [1-ethyl-5-fluoro-6-(1H-1,2,3,4-tetrazol-5-yl)-1H-imidazo[4,5-b]pyridin-2-yl]bis(2-fluorophenyl)methanol